O=CC[C@H](O)[C@@H](O)[C@H](O)C boivinose